CC1(COC1)C=O 3-methyl-oxetane-3-carbaldehyde